NC1=NC=NN2C1=C(C=C2C=2C(=CC(=C(C(=O)N[C@@H]1CN(C[C@@H]1F)C(=O)C1=NC=CC=C1Cl)C2)C)F)C(F)(F)F 5-[4-amino-5-(trifluoromethyl)pyrrolo[2,1-f][1,2,4]triazin-7-yl]-N-[(3R,4S)-1-(3-chloropyridine-2-carbonyl)-4-fluoropyrrolidin-3-yl]-4-fluoro-2-methylbenzamide